3,11-bis(trifluoromethyl)-7-azadispiro[5.1.5.3]hexadecan-15-one FC(C1CCC2(CC1)NC1(CCC(CC1)C(F)(F)F)CC(C2)=O)(F)F